3-formyl-1-(4-bromobenzyl)-4-oxo-4H-pyrido[1,2-a]pyrimidinium C(=O)C1=C[N+](=C2N(C1=O)C=CC=C2)CC2=CC=C(C=C2)Br